4-amino-6-hydroxypyrimidine NC1=NC=NC(=C1)O